FC1=CC=C(C=C1)C=CC(=O)NC=1C=NN(C1)C1=CC=NC=C1 3-(4-fluorophenyl)-N-(1-(pyridin-4-yl)-1H-pyrazol-4-yl)propenamide